8-methoxy-N-((1r,4r)-4-(2-methoxyethoxy)cyclohexyl)-5,6-dihydrobenzo[f]imidazo[1,5-d][1,4]oxazepine-10-carboxamide COC1=CC(=CC=2C=3N(CCOC21)C=NC3)C(=O)NC3CCC(CC3)OCCOC